4-(trifluoromethyl)pyrrolidine-2-carboxylic acid FC(C1CC(NC1)C(=O)O)(F)F